glycerol tri(2-methylbutyrate) CC(C(=O)OCC(OC(C(CC)C)=O)COC(C(CC)C)=O)CC